NC1=C(C(N(C2=NC(=CC=C12)C(F)(F)F)C1=C(C=CC=C1)Cl)=O)Br 4-amino-3-bromo-1-(2-chlorophenyl)-7-(trifluoromethyl)-1,8-naphthyridin-2(1H)-one